C1(CC1)S(=O)(=O)N1N=CC(=C1)C1=NC=CC(=N1)C1(NC=C(C(=C1)NC1CCC(CC1)NC)C=1OC=CC1)N 2-(2-(1-(Cyclopropylsulfonyl)-1H-pyrazol-4-yl)pyrimidin-4-yl)-5-(furan-2-yl)-N4-((1s,4s)-4-(methylamino)cyclohexyl)pyridine-2,4-diamine